N1(CCNCC1)C1=CC=C(C=N1)N1C(NC(CC1)=O)=O 1-(6-piperazin-1-yl-3-pyridinyl)hexahydropyrimidine-2,4-dione